2,5-difluoro-N-(2-fluoro-4-methyl-3-(2-(oxetan-3-ylamino)-8,9-dihydroimidazo[1',2':1,6]pyrido[2,3-d]pyrimidin-6-yl)phenyl)benzenesulfonamide FC1=C(C=C(C=C1)F)S(=O)(=O)NC1=C(C(=C(C=C1)C)C1=CC2=C(N=C(N=C2)NC2COC2)N2C1=NCC2)F